OC1=CC(=CC(=C1)CCCCCCCCCCCCC)O 1,3-dihydroxy-5-n-tridecylbenzene